N-tert-butyl-4-[[2-(5-tert-butyl-2-hydroxy-phenyl)acetyl]amino]pyridine-2-carboxamide C(C)(C)(C)NC(=O)C1=NC=CC(=C1)NC(CC1=C(C=CC(=C1)C(C)(C)C)O)=O